Methyl-6-(((S)-1-(2-((S)-2-cyanopyrrolidin-1-yl)-2-oxoethyl)pyrrolidin-3-yl)oxy)-2,3-dihydrobenzofuran-2-carboxylat COC(=O)C1OC2=C(C1)C=CC(=C2)O[C@@H]2CN(CC2)CC(=O)N2[C@@H](CCC2)C#N